hydrogen peroxide hydrogen chloride Cl.OO